ClC1=CC(=C(C=C1)C1(OC(C2=C(O1)C=CC=C2)/C=C/CN(C)CC2=NC1=C(N2C[C@H]2OCC2)C=C(C=C1)C(=O)OC)C)F methyl 2-((((E)-3-(2-(4-chloro-2-fluorophenyl)-2-methylbenzo[d][1,3]dioxan-4-yl) allyl) (methyl) amino) methyl)-1-(((S)-oxetan-2-yl) methyl)-1H-benzo[d]imidazole-6-carboxylate